(2S,4R)-2-((1H-1,2,3-triazol-1-yl)methyl)-4-(5-(5-cyano-2-cyclopropylphenyl)-1,3,4-oxadiazole-2-carboxamido)pyrrolidine-1-carboxylic acid tert-butyl ester C(C)(C)(C)OC(=O)N1[C@@H](C[C@H](C1)NC(=O)C=1OC(=NN1)C1=C(C=CC(=C1)C#N)C1CC1)CN1N=NC=C1